N-(1-(2-naphthyl)cyclopropyl)pivaloyl-amide C1=C(C=CC2=CC=CC=C12)C1(CC1)[N-]C(C(C)(C)C)=O